CC1=NC(=CC(=C1)C=1C=C(C(=CC1)C1=CC=CC=C1)C1=CC=CC=C1)C 4'-(2,6-dimethylpyridin-4-yl)-[1,1':2',1''-terphenyl]